CN1C(CCCC1)CN (1-methylpiperidin-2-yl)methanamine